OCC1=CC=C2N=C(C(NC2=C1C)=O)C 7-(Hydroxymethyl)-3,8-dimethylquinoxalin-2(1H)-one